BrC=1C=NN(C1C1=C(C2=C(S1)C=CC=C2)C#N)C(F)(F)F 2-(4-bromo-1-(trifluoromethyl)-1H-pyrazol-5-yl)benzo[b]thiophene-3-carbonitrile